C(C)OC(CC(C)=O)=O.[C-]#N.C(CCCCCCC)[NH+]1C(CCC1)CC 1-Octyl-2-ethylpyrrolidinium cyanid ethyl-β-ketobutyrate